C(C=1C(C(=O)OCCCCO)=CC=CC1)(=O)OCCCCO bis(4-hydroxybutyl) phthalate